C(C(=O)N)(=O)O.[F].C#CC propyne fluorine oxamate